tert-butyl 4-[(3aR,4R,6R,6aS)-6-[4-amino-5-(1-benzylpyrazol-3-yl)pyrrolo[2,3-d]pyrimidin-7-yl]-2,2-dimethyl-tetrahydro-3aH-cyclopenta[d][1,3]dioxol-4-yl]piperidine-1-carboxylate NC=1C2=C(N=CN1)N(C=C2C2=NN(C=C2)CC2=CC=CC=C2)[C@@H]2C[C@@H]([C@@H]1[C@H]2OC(O1)(C)C)C1CCN(CC1)C(=O)OC(C)(C)C